FC(C1(C2=CC(=C(C=C2OC=2C=C(C(=CC12)C)C)C)C)C(F)(F)F)(F)F 9,9-bis(trifluoromethyl)-2,3,6,7-tetramethylxanthene